C1(CC1)S(=O)(=O)N1N=CC(=C1)C1=NC=CC(=N1)NC1=NC=C(C(=C1)NC1CCC(CC1)(C)CN(C)C)C1=NN(C=C1)C N2-(2-(1-(Cyclopropylsulfonyl)-1H-pyrazol-4-yl)pyrimidin-4-yl)-N4-(4-((dimethylamino)methyl)-4-methylcyclohexyl)-5-(1-methyl-1H-pyrazol-3-yl)pyridine-2,4-diamine